N1=CC(=CC=C1)NC1=NN2C(C=N1)=CC=C2 N-pyridin-3-ylpyrrolo[2,1-f][1,2,4]triazin-2-amine